Cl.N[C@@H]1[C@@H]([C@@H]2CC[C@H]1C2)C(=O)NC2=CC(=CC=C2)S(F)(F)(F)(F)F |r| rac-(1R,2R,3S,4S)-3-Amino-N-(3-(pentafluoro-λ6-sulfaneyl)phenyl)bicyclo[2.2.1]heptane-2-carboxamide hydrochloride